5-[1-[(1R)-1-[5-[5-(difluoromethyl)-1,3,4-oxadiazol-2-yl]thiophen-2-yl]propyl]triazol-4-yl]pyridin-2-amine FC(C1=NN=C(O1)C1=CC=C(S1)[C@@H](CC)N1N=NC(=C1)C=1C=CC(=NC1)N)F